2-((3-(3-(3-fluoropyridin-2-yl)-8,9-dihydropyrido[3',2':4,5]imidazo[1,2-a]pyrazin-7(6H)-yl)-3-oxopropoxy)methyl)azetidin FC=1C(=NC=CC1)C1=CC=2N=C3N(CCN(C3)C(CCOCC3NCC3)=O)C2N=C1